(3-methoxyphenyl)methanol COC=1C=C(C=CC1)CO